2-(5-bromo-2-nitrophenyl)acetic acid BrC=1C=CC(=C(C1)CC(=O)O)[N+](=O)[O-]